2,4-Dimethylpentane-1,2-diamine CC(CN)(CC(C)C)N